4-(((4-chlorophenyl)amino)methyl)-N-hydroxybenzoamide ClC1=CC=C(C=C1)NCC1=CC=C(C(=O)NO)C=C1